CC1(CN(C1)C(=O)C=1N=C(NC1C)C1=NC=CC(=C1)C=1C=NC=C(C1)N1CCOCC1)C 2'-{4-[(3,3-Dimethylazetidin-1-yl)carbonyl]-5-methyl-1H-imidazol-2-yl}-5-morpholin-4-yl-3,4'-bipyridine